C(C)(C)(C)OC(=O)NC(C(=O)O)(C)C 2-((T-Butoxycarbonyl)amino)-2-methylpropanoic acid